FC1([C@@H](O[C@@H]([C@H]1O)CO)N1C(=O)N=C(N)C=C1)F 2',2'-difluoro-2'-deoxycytidine